2-(3-(2',5'-difluoro-[1,1'-biphenyl]-4-yl)-2-oxo-1,3-diazepan-1-yl)-4-methylthiazole-5-sulfonamide FC1=C(C=C(C=C1)F)C1=CC=C(C=C1)N1C(N(CCCC1)C=1SC(=C(N1)C)S(=O)(=O)N)=O